ClC1=CC(=C(C=C1C#N)NS(=O)(=O)C=1C=C(C(=O)O)C=CC1C1CC1)OC1C(CC1(C)C)(C)C 3-(N-(4-chloro-5-cyano-2-(2,2,4,4-tetramethylcyclobutoxy)phenyl)sulfamoyl)-4-cyclopropylbenzoic acid